(4aR,6R,7R,8R,8aR)-7-(2-(tert-butoxy)-2-oxoethoxy)-2,2-dimethyl-8-(4-(3,4,5-trifluorophenyl)-1H-1,2,3-triazol-1-yl)hexahydropyrano[3,2-d][1,3]dioxine-8-carboxylic acid C(C)(C)(C)OC(CO[C@@H]1[C@@]([C@H]2OC(OC[C@H]2OC1)(C)C)(C(=O)O)N1N=NC(=C1)C1=CC(=C(C(=C1)F)F)F)=O